COC1=CC=C(CN(C2=NC=NN3C2=NC=C3C=3C=NN(C3)C=3C=C(C=CC3C)NC(C3=C(C=CC(=C3)Cl)F)=O)CC3=CC=C(C=C3)OC)C=C1 N-(3-(4-(4-(bis(4-methoxybenzyl)amino)imidazo[2,1-f][1,2,4]triazin-7-yl)-1H-pyrazol-1-yl)-4-methylphenyl)-5-chloro-2-fluorobenzamide